C(C)N1C=NC=2C(=NC(=CC21)C2=CC(=CC=C2)C2=NOC(=C2)[C@]2(C(N(CC2)C)=O)O)C(=O)N (R)-1-Ethyl-6-(3-(5-(3-hydroxy-1-methyl-2-oxopyrrolidin-3-yl)isoxazol-3-yl)phenyl)-1H-imidazo[4,5-c]pyridine-4-carboxamide